(2-(piperidin-4-ylmethyl)-1,2,3,4-tetrahydroisoquinolin-7-yl)piperidine-2,6-dione N1CCC(CC1)CN1CC2=CC(=CC=C2CC1)N1C(CCCC1=O)=O